C(\C=C\C(=O)O)(=O)O.FC1=C(OC2=C(C(=C(C=C2)NC(=O)C=2N=C(SC2)C2=CN=NC=C2)N2C[C@@H](CCC2)CNC)C(F)(F)F)C=CC=C1 N-[4-(2-fluorophenoxy)-2-{(3S)-3-[(methylamino)methyl]piperidin-1-yl}-3-(trifluoromethyl)phenyl]-2-(pyridazin-4-yl)-1,3-thiazole-4-carboxamide mono[(2E)-2-butendioic acid] salt